5-Benzyl 1-methyl 2-((bis{[(isopropoxycarbonyl)oxy]methoxy}phosphoryl)methyl)-pentanedioate C(C)(C)OC(=O)OCOP(=O)(OCOC(=O)OC(C)C)CC(C(=O)OC)CCC(=O)OCC1=CC=CC=C1